N-[5-chloro-7-(3-methylbutan-2-yl)imidazo[4,3-f][1,2,4]triazin-2-yl]-1-methanesulfonylpiperidin-4-amine ClC=1N=C(N2N=C(N=CC21)NC2CCN(CC2)S(=O)(=O)C)C(C)C(C)C